S1C=NC2=C1CCC2C(=O)O 5,6-dihydro-4H-cyclopenta[d]thiazole-4-carboxylic acid